FC1=C2C(=CC(=NC2=CC=C1)C)CCCC(F)(F)F 5-fluoro-2-methyl-4-(4,4,4-trifluorobutyl)quinoline